CC=1N=NC=CC1C methyl-(4-methyl-pyridazine)